C(C)OC1=C2CN(C(C2=CC(=C1)C(F)(F)F)=O)C1C(NC(CC1)=O)=O 3-(4-ethoxy-1-oxo-6-(trifluoromethyl)isoindolin-2-yl)piperidine-2,6-dione